benzeneFormylglycine C1(=CC=CC=C1)C(=O)NCC(=O)O